6-[5,6-difluoro-1-(oxan-2-yl)indazol-3-yl]-N,N,2-trimethylpyridine-3-carboxamide FC=1C=C2C(=NN(C2=CC1F)C1OCCCC1)C1=CC=C(C(=N1)C)C(=O)N(C)C